ClC=1C=C(C=CC1)[C@@H](C(F)(F)F)NC(=O)C=1OC=C(N1)C1=NC(=NC=C1C)NC1=CC=NN1C (S)-N-(1-(3-chlorophenyl)-2,2,2-trifluoroethyl)-4-(5-methyl-2-((1-methyl-1H-pyrazol-5-yl)amino)pyrimidin-4-yl)oxazole-2-carboxamide